6-{6-[(4-{[4-(pentafluoro-λ6-sulfanyl)phenyl]Amino}piperidin-1-yl)sulfonyl]pyridin-3-yl}imidazo[1,2-a]pyridine-3-carbonitrile FS(C1=CC=C(C=C1)NC1CCN(CC1)S(=O)(=O)C1=CC=C(C=N1)C=1C=CC=2N(C1)C(=CN2)C#N)(F)(F)(F)F